CC(C(C)S(=O)(=O)O)(C)NC(C(=C)C)=O 3-methyl-3-[(2-methyl-1-oxo-2-propen-1-yl)amino]-2-butanesulfonic acid